4-((3-cyclobutyl-3-hydroxybutyl)thio)butanoate C1(CCC1)C(CCSCCCC(=O)[O-])(C)O